8-cyano-6-fluoro-2,2-dimethyl-3-oxo-2,3-Dihydro-4H-benzo[b][1,4]oxazine-4-carboxylate C(#N)C1=CC(=CC2=C1OC(C(N2C(=O)[O-])=O)(C)C)F